CC1=NC=NC(=C1C=1C=C(C=CC1OCCN(CCF)CC)NC(=O)C1CC1)C N-[3-(4,6-dimethylpyrimidin-5-yl)-4-[2-[ethyl(2-fluoroethyl)amino]ethoxy]phenyl]cyclopropanecarboxamide